4-trifluoromethylperfluoromorpholine FC(N1C(C(OC(C1(F)F)(F)F)(F)F)(F)F)(F)F